C(C)(C)(C)C1=CC=C(C[C@@H]2[C@@H]([C@H](OC2)C2=CC=C(C=C2)F)COC(\C(=C/C)\C)=O)C=C1 Z-2-Methyl-2-butenoic acid ((2S,3R,4R)-4-(4-(tert-butyl)benzyl)-2-(4-fluorophenyl)-tetrahydrofuran-3-yl)methyl ester